C(C)(C)(C)OC(N[C@@H](CC1=CC(=C(C=C1)C(NC)=O)F)CO)=O (S)-(1-(3-fluoro-4-(methylcarbamoyl)phenyl)-3-hydroxypropan-2-yl)carbamic acid tert-butyl ester